CN1C(N(C2=C1C(=CC=C2)NC2CCNCC2)C2C(NC(CC2)=O)=O)=O 3-[3-methyl-2-oxo-4-(4-piperidylamino)benzimidazol-1-yl]piperidine-2,6-dione